BrC1=CC(=C2C(N(C=NC2=C1)C1CCN(CC1)C(=O)OC(C)(C)C)=O)NC tert-butyl 4-[7-bromo-5-(methylamino)-4-oxoquinazolin-3-yl]piperidine-1-carboxylate